C(C)C(CCNC=1C=C(C=2N(N1)C(=NN2)C(C)C)NC=2N=NC=CC2)CC N6-(3-ethylpentyl)-3-isopropyl-N8-(pyridazin-3-yl)-[1,2,4]triazolo[4,3-b]pyridazine-6,8-diamine